O=C(CN1N=C(N=C1)C#N)N1CC2=CC=C(C=C2C1)C=1C(=NC=CC1)C(F)(F)F 1-(2-oxo-2-(5-(2-(trifluoromethyl)pyridin-3-yl)isoindolin-2-yl)ethyl)-1H-1,2,4-triazole-3-carbonitrile